Propan-2-yl 2-[2-[[7-(5-methyl-1,2,4-oxadiazol-3-yl)-1-isoquinolyl]amino]ethyl]-1,3-dioxo-isoindoline-5-carboxylate CC1=NC(=NO1)C1=CC=C2C=CN=C(C2=C1)NCCN1C(C2=CC=C(C=C2C1=O)C(=O)OC(C)C)=O